(S)-N1-methyl-5-(3-methylbenzofuran-2-carboxamido)-2-oxo-N6-(2-oxo-1-(2-oxo-2-((1S,2S,4R)-1,7,7-trimethylbicyclo[2.2.1]heptan-2-ylamino)ethyl)-1,2-dihydropyridin-3-yl)hexanediamide CNC(C(CC[C@@H](C(=O)NC=1C(N(C=CC1)CC(N[C@@H]1[C@]2(CC[C@H](C1)C2(C)C)C)=O)=O)NC(=O)C=2OC1=C(C2C)C=CC=C1)=O)=O